N-methyl-3-(1-methylimidazol-4-yl)benzenesulfonamide CNS(=O)(=O)C1=CC(=CC=C1)C=1N=CN(C1)C